3-Pyrrolidin-1-ylsulfonylbenzoic acid [(2R)-3-(1-ethyl-8-oxo-spiro[6,7-dihydro-4H-pyrazolo[3,4-c]azepin-5,4'-tetrahydropyran]-3-yl)-2-methyl-propyl] ester C(C)N1N=C(C2=C1C(NCC1(CCOCC1)C2)=O)C[C@H](COC(C2=CC(=CC=C2)S(=O)(=O)N2CCCC2)=O)C